Cl.Cl.O[C@H]1[C@@H]([C@H]([C@H](C1)O)C\C=C/CCCC(=O)OCC1=CC=C(C=C1)C(C(=O)NC=1C=C2C=CN=CC2=CC1)CN)CC[C@H](CCC1=CC=CC=C1)O (Z)-4-(3-amino-1-(isoquinolin-6-ylamino)-1-oxopropan-2-yl)benzyl 7-((1R,2R,3R,5S)-3,5-dihydroxy-2-((R)-3-hydroxy-5-phenylpentyl)cyclopentyl)hept-5-enoate dihydrochloride